trimethoxy-3-(imidazol-1-yl)propylsilane CO[Si](CCCN1C=NC=C1)(OC)OC